(2S,3S)-2-amino-3-phenyl-butanoic acid hydrochloride Cl.N[C@H](C(=O)O)[C@@H](C)C1=CC=CC=C1